C(C1=CC=CC=C1)O[C@@H]1[C@H](N(C[C@@H]([C@H]1OCC1=CC=CC=C1)OCC1=CC=CC=C1)CC1CCC(CC1)C(F)(F)F)C (2r,3r,4r,5s)-3,4,5-tris(benzyloxy)-2-methyl-1-(((1r,4r)-4-(trifluoromethyl)cyclohexyl)methyl)piperidine